C(C)(C)C1=C(C=CC=C1)C1=NC(=C2NC(N(C2=N1)CC1=CC=C(C=C1)C=1N(C=C(N1)C(F)(F)F)C)=O)NC 2-(2-isopropylphenyl)-9-(4-(1-methyl-4-(trifluoromethyl)-1H-imidazol-2-yl)benzyl)-6-(methylamino)-7,9-dihydro-8H-purin-8-one